C1=C(C=CC2=CC=CC=C12)[I+]C1=CC=CC=C1 2-naphthylphenyl-iodonium